BrCC(=O)N1CCN(CC1)S(=O)(=O)C(C)C 2-bromo-1-(4-(isopropylsulfonyl)piperazin-1-yl)ethan-1-one